6-methyl-octen-2-ol CC(CCCC(=C)O)CC